N-(4-((3-aminophenyl)amino)-2-chloropyrimidin-5-yl)benzenesulfonamide NC=1C=C(C=CC1)NC1=NC(=NC=C1NS(=O)(=O)C1=CC=CC=C1)Cl